N-(2-aminoethyl)-aminopropyl-methyldimethoxysilane NCCNCCC[Si](OC)(OC)C